heptane-1,3,7-trithiol C(CC(CCCCS)S)S